C[C@@H](CC)N1C(=CC=C1CCCC1=CC=CC=C1)C(=O)NC=1C=C(C=CC1C(F)(F)F)[C@H]1[C@H](C1)C(=O)O (1S,2R)-2-{3-[({1-[(2S)-2-butanyl]-5-(3-phenylpropyl)-1H-pyrrol-2-yl}carbonyl)amino]-4-(trifluoromethyl)phenyl}cyclopropanecarboxylic acid